NC1=NNC(=N1)C=1C=C(C=CC1F)NC(C1=C(C=C(C=C1)C(F)(F)F)OC1=C(C=C(C=C1)F)C)=O N-(3-(3-amino-1H-1,2,4-triazol-5-yl)-4-fluorophenyl)-2-(4-fluoro-2-methylphenoxy)-4-(trifluoromethyl)benzamide